NC1=CC2=C(C=C1)OCO2 amino-3,4-methylenedioxybenzene